3-ethyl-6-methyl-6H-imidazo[1',2':1,6]Pyrido[3,4-b]Indole C(C)C1=CN=C2C=C3C(N(C=4C=CC=CC34)C)=CN21